5-(4-Fluorophenyl)-4-hydroxy-6-(hydroxymethyl)-N-[4-[(7-methoxy-1,5-naphthyridin-4-yl)oxy]phenyl]pyridine-3-carboxamide FC1=CC=C(C=C1)C=1C(=C(C=NC1CO)C(=O)NC1=CC=C(C=C1)OC1=CC=NC2=CC(=CN=C12)OC)O